(R)-(3-Fluorophenyl)(4-(4-(trifluoromethoxy)phenethyl)-7-azabicyclo[2.2.1]heptan-1-yl)methanol FC=1C=C(C=CC1)[C@@H](O)C12CCC(CC1)(N2)CCC2=CC=C(C=C2)OC(F)(F)F